1-(5-bromo-1-methyl-1H-indol-3-yl)-N,N-DIMETHYLMETHANAMINE BrC=1C=C2C(=CN(C2=CC1)C)CN(C)C